CC1(OCC(CO1)C)F 2,5-dimethyl-1,3-dioxane-2-yl fluoride